C1(CCCC1)[C@@H]1N(CCCC1)C(C(=O)NC=1C=C(C(=NC1)NC(OC(C)(C)C)=O)C)=O tert-butyl N-[5-[[2-[(2R)-2-cyclopentyl-1-piperidyl]-2-oxo-acetyl]amino]-3-methyl-2-pyridyl]carbamate